1-allyl-1,4-dihydro-3-pyridinecarbonitrile C(C=C)N1C=C(CC=C1)C#N